BrC=1C=C(C=CC1)N1N=C(CC1)O 1-(3-bromophenyl)-4,5-dihydro-1H-pyrazol-3-ol